CC1=C2C(C(=CN(C2=NC(=C1)N1CC(C1)C(NCC1OCC1)=O)C=1SC=CN1)C(=O)O)=O 5-methyl-7-{3-[(oxetan-2-ylmethyl)carbamoyl]azetidin-1-yl}-4-oxo-1-(1,3-thiazol-2-yl)-1,4-dihydro-1,8-naphthyridine-3-carboxylic acid